4-(3-bromo-4-oxo-2-(trifluoromethyl)-4H-pyrido[1,2-a]pyrimidin-9-yl)-2-fluoro-N-(tetrahydro-2H-pyran-4-yl)benzamide BrC1=C(N=C2N(C1=O)C=CC=C2C2=CC(=C(C(=O)NC1CCOCC1)C=C2)F)C(F)(F)F